NC1=NC(=NC=C1)N1C[C@@]([C@@H](CC1)OC)(O)C rac-(cis)-1-(4-aminopyrimidin-2-yl)-4-methoxy-3-methylpiperidin-3-ol